5-fluoro-4-phenyl-1-(4-trifluoromethylphenyl)-3-trifluoromethyl-1H-pyrazole FC1=C(C(=NN1C1=CC=C(C=C1)C(F)(F)F)C(F)(F)F)C1=CC=CC=C1